2-(1-benzylpiperidin-3-yl)-5-hydroxy-N-(isoxazol-4-yl)-1-methyl-6-oxo-1,6-dihydropyrimidine-4-carboxamide C(C1=CC=CC=C1)N1CC(CCC1)C=1N(C(C(=C(N1)C(=O)NC=1C=NOC1)O)=O)C